C(C1=CC=CC=C1)OC=1C(=CC(=NC1)Br)SCC1=CC=C(C=C1)OC 5-(benzyloxy)-2-bromo-4-((4-methoxybenzyl)thio)pyridine